C(#N)C=1C=C2C(=C(C(N(C2=CC1O[C@H]1COCC1)C)=O)C(=O)N)N1CCC(CC1)C=1OC2=C(N1)C=C(C=C2)C 6-cyano-1-methyl-4-[4-(5-methyl-1,3-benzooxazol-2-yl)piperidin-1-yl]-2-oxo-7-{[(3R)-oxolan-3-yl]oxy}-1,2-dihydroquinoline-3-carboxamide